C(C)(C)C=1N(C=C(C1)COS(=O)(=O)C)C(=O)OC(C)(C)C Tert-butyl 2-isopropyl-4-(((methylsulfonyl)oxy)methyl)-1H-pyrrole-1-carboxylate